4-(furan-3-yl)-2,4,7-trimethyloct-6-enal O1C=C(C=C1)C(CC(C=O)C)(CC=C(C)C)C